N-(2-cyclohexylethyl)-4-({2-cyclopropyl-4-[(pyridin-2-yl)methoxy]phenyl}amino)pyridine-2-carboxamide C1(CCCCC1)CCNC(=O)C1=NC=CC(=C1)NC1=C(C=C(C=C1)OCC1=NC=CC=C1)C1CC1